N-[1-[2-[[1-[2-(dimethylamino)ethyl]-5-methyl-pyrazol-4-yl]amino]-5-fluoro-pyrimidin-4-yl]-3-methyl-indol-5-yl]prop-2-enamide CN(CCN1N=CC(=C1C)NC1=NC=C(C(=N1)N1C=C(C2=CC(=CC=C12)NC(C=C)=O)C)F)C